6-Chloro-4-((4-methoxy-3-methylpyrazolo[1,5-a]pyridin-5-yl)amino)-N-(methyl-d3)nicotinamide ClC1=NC=C(C(=O)NC([2H])([2H])[2H])C(=C1)NC1=C(C=2N(C=C1)N=CC2C)OC